1-(4-(4-fluorophenyl)-3,4-dihydroquinoxaline-1(2H)-yl)-3-(1H-imidazol-5-yl)propan-1-one FC1=CC=C(C=C1)N1CCN(C2=CC=CC=C12)C(CCC1=CN=CN1)=O